1-((1-(2-(4-Fluorophenyl)-2-oxoethyl)piperidin-4-yl)methyl)-1-methyl-3-((2-methylthiazol-5-yl)methyl)urea FC1=CC=C(C=C1)C(CN1CCC(CC1)CN(C(=O)NCC1=CN=C(S1)C)C)=O